(S)-3-(3-chloro-4-fluorophenyl)-1-(1-(8-fluoro-1-oxo-1,2-dihydroisoquinolin-4-yl)ethyl)-1-isobutylurea ClC=1C=C(C=CC1F)NC(N(CC(C)C)[C@@H](C)C1=CNC(C2=C(C=CC=C12)F)=O)=O